CC1C(C(=NN1)C1=CC=C(C#N)C=C1)C1=CC=CC=C1 4-(5-methyl-4-phenyl-4,5-dihydro-1H-pyrazol-3-yl)benzonitrile